P(=O)(O[C@H](C(F)F)[C@H]1O[C@H](C[C@@H]1O)N1C(NC(C(=C1)F)=O)=O)(O)O (S)-2,2-difluoro-1-((2S,3S,5R)-5-(5-fluoro-2,4-dioxo-3,4-dihydropyrimidin-1(2H)-yl)-3-hydroxytetrahydrofuran-2-yl)ethyl dihydrogen phosphate